3-(4-(1-naphthyl)-phenyl)-9-phenyl-9H-carbazole C1(=CC=CC2=CC=CC=C12)C1=CC=C(C=C1)C=1C=CC=2N(C3=CC=CC=C3C2C1)C1=CC=CC=C1